5-(1-cyanocyclopropyl)-N-[2,2-difluoro-6-(methylamino)-1,3-benzodioxol-5-yl]-3-ethylsulfonyl-pyridine-2-carboxamide C(#N)C1(CC1)C=1C=C(C(=NC1)C(=O)NC1=CC2=C(OC(O2)(F)F)C=C1NC)S(=O)(=O)CC